BrCC1=C(C=CC=C1)CO 2-(bromomethyl)-benzenemethanol